N-[2-[(1-Cyano-1-methylethyl)carbamoyl]-4-pyridyl]-2-cyclopropylpyrimidin C(#N)C(C)(C)NC(=O)C1=NC=CC(=C1)N1C(N=CC=C1)C1CC1